(3RS)-2,6-DIOXOPIPERIDIN O=C1NC(CCC1)=O